C1(CCCCC1)CNC(CC1C(NC2=C(S1)C=CC=C2)=O)=O N-(cyclohexylmethyl)-2-(3-oxo-3,4-dihydro-2H-benzo[b][1,4]thiazin-2-yl)acetamide